1-(4-fluoro-5,6-dimethoxy-benzo[b]thiophen-2-yl)-3-methylbut-2-en-1-one FC1=C(C(=CC=2SC(=CC21)C(C=C(C)C)=O)OC)OC